FC=1C(=CC(=NC1)OC)C1=CC(=NN1)C(=O)N1C2(CC2)C[C@H](CC1)C(=O)NCC=1C(=NC=CN1)[C@H]1[C@@H](C1)C(=O)OCC ethyl (1R,2R)-2-(3-(((S)-4-(5-(5-fluoro-2-methoxypyridin-4-yl)-1H-pyrazole-3-carbonyl)-4-azaspiro[2.5]octane-7-carboxamido)methyl)pyrazin-2-yl)cyclopropane-1-carboxylate